tert-butyl (S)-4-(2-fluoropyridin-4-yl)-2-methylpiperazine-1-carboxylate FC1=NC=CC(=C1)N1C[C@@H](N(CC1)C(=O)OC(C)(C)C)C